5-chloro-2-(7,8-dimethyl-[1,2,4]triazolo[1,5-a]pyridin-6-yl)-3-isopropyl-1H-pyrrolo[3,2-b]pyridine-1-carboxylic acid tert-butyl ester C(C)(C)(C)OC(=O)N1C(=C(C2=NC(=CC=C21)Cl)C(C)C)C=2C(=C(C=1N(C2)N=CN1)C)C